C(C1=CC=CC=C1)OC(NCCNC1=NC2=C(C=3C=C(C(=CC13)F)F)C(COC2)N(C(=O)C=2NC1=CC(=C(C=C1C2)F)F)C)=O benzyl(2-((1-(5,6-difluoro-N-methyl-1H-indole-2-carboxamido)-8,9-difluoro-1,4-dihydro-2H-pyrano[3,4-c]isoquinolin-6-yl)amino)ethyl)carbamate